3-(((tert-butylsulfinyl)amino)methyl)imidazole C(C)(C)(C)S(=O)NCN1C=NC=C1